2-(6,7-dimethoxy-1-oxo-4-(piperidine-1-carbonyl)isoquinolin-2(1H)-yl)nicotinonitrile COC=1C=C2C(=CN(C(C2=CC1OC)=O)C1=C(C#N)C=CC=N1)C(=O)N1CCCCC1